lithium 4-(methylaminomethyl)-2-(1-methyltetrazol-5-yl)sulfanyl-5-nitro-benzoate CNCC1=CC(=C(C(=O)[O-])C=C1[N+](=O)[O-])SC1=NN=NN1C.[Li+]